3-[[4-(2-Methoxyphenyl)-2-pyridinyl]amino]-benzenemethanesulfonamide COC1=C(C=CC=C1)C1=CC(=NC=C1)NC=1C=C(C=CC1)CS(=O)(=O)N